(1-methyl-2-(6-methyl-1-((2-(trimethylsilyl)ethoxy)methyl)-1H-indol-5-yl)-1H-pyrrolo[2,3-c]pyridin-5-yl)cyclopropanecarboxamide CN1C(=CC=2C1=CN=C(C2)C2(CC2)C(=O)N)C=2C=C1C=CN(C1=CC2C)COCC[Si](C)(C)C